BrC1=C(C=C2NC(C=3N(C2=C1F)C(=CC3)C)(C)C)F 8-Bromo-7,9-difluoro-1,4,4-trimethyl-5H-pyrrolo[1,2-a]quinoxaline